ClC=1C=CC=C2C(C3=C(C(N(CC3)C3=C(C=C(C=C3)Cl)OCC)=O)OC12)=O 9-chloro-2-(4-chloro-2-ethoxyphenyl)-3,4-dihydro-2H-chromeno[2,3-c]pyridine-1,5-dione